3,7-DIMETHYLOCTA-2,6-DIEN CC(=CC)CCC=C(C)C